FC1=C(C=C(C=C1)F)C1CC=NN1C(=O)C1C[C@@H]2[C@@H](CN(C2)C(=O)OC(C)(C)C)C1 tert-butyl (3aR,6aS)-5-(5-(2,5-difluorophenyl)-4,5-dihydro-1H-pyrazole-1-carbonyl)hexahydrocyclopenta[c]pyrrole-2(1H)-carboxylate